ClC=1N(C(=C(N1)C1=CC=C(C=C1)Cl)C1=CC(=NC=C1)C(F)F)CC(=O)O 2-[2-chloro-4-(4-chlorophenyl)-5-[2-(difluoromethyl)-4-pyridinyl]imidazol-1-yl]acetic acid